O=C(C(=O)OCC([C@H](C[C@H]1C(NCC1)=O)NC([C@H](CC(C)C)NC(=O)C=1NC2=CC=CC(=C2C1)OC)=O)=O)C1=CC=CC=C1 (3S)-3-[(2S)-2-[(4-methoxy-1H-indol-2-yl)formamido]-4-methylpentan-amido]-2-oxo-4-[(3S)-2-oxopyrrolidin-3-yl]butyl 2-oxo-2-phenylacetate